7-(4-Ethylpiperazin-1-yl)-2-(3-methoxyphenyl)-4H-pyrido[1,2-a]pyrimidin-4-one C(C)N1CCN(CC1)C=1C=CC=2N(C(C=C(N2)C2=CC(=CC=C2)OC)=O)C1